1-(2-(1H-indol-3-yl)-6-methylnicotinoyl)-4-o-methylbenzyl-semicarbazide N1C=C(C2=CC=CC=C12)C1=C(C(=O)NNC(=O)NCC2=C(C=CC=C2)C)C=CC(=N1)C